NC1C2C(OC1)C(CO2)N 3,6-diaminohexahydrofuro[3,2-b]furan